ClC=1C=C(C(=C(C(=O)OC)C1)O)C methyl 5-chloro-2-hydroxy-3-methylbenzoate